O=C1C=C(NC2=CC=CC=C12)C(=O)[O-] 1,4-dihydro-4-oxoquinoline-2-carboxylate